(2S,5S)-4-Oxo-5-((S)-3-phenyl-2-phenylacetylamino-propionylamino)-1,2,4,5,6,7-hexahydro-azepino[3,2,1-hi]indole-2-carboxylic acid (1H-[1,2,3]triazol-4-ylmethyl)-amide N1N=NC(=C1)CNC(=O)[C@H]1N2C3=C(C=CC=C3C1)CC[C@@H](C2=O)N(C(CCC2=CC=CC=C2)=O)NC(CC2=CC=CC=C2)=O